n-butyl-itaconic acid C(CCC)C=C(C(=O)O)CC(=O)O